ethyl 2-methyl-3-oxopropanoate Ethyl-(2Z)-3-ethoxy-2-methylprop-2-enoate C(C)OC(\C(=C/OCC)\C)=O.CC(C(=O)OCC)C=O